Cl.F[C@H]1C[C@@H](CNC1)N1C(CCCC1)=O (3'S,5'S)-5'-fluoro[1,3'-bipiperidin]-2-one hydrochloride